C(C1=CC=CC=C1)N1CCC=C(C1)CCOC1=C(C=CC=C1)I 1-Benzyl-5-(2-(2-iodophenoxy)ethyl)-1,2,3,6-tetrahydropyridine